The molecule is a glycopyrronium bromide that has (2R,3S)-configuration. The racemate, ritropirronium bromide, is used for treatment of chronic obstructive pulmonary disease. It is an enantiomer of a (2S,3R)-glycopyrronium bromide. C[N+]1(CC[C@@H](C1)OC(=O)[C@@](C2CCCC2)(C3=CC=CC=C3)O)C.[Br-]